3-((3,3-difluorocyclobutoxy)methyl)-1-methyl-1H-indazol-5-amine FC1(CC(C1)OCC1=NN(C2=CC=C(C=C12)N)C)F